methyl 4-amino-2-oxo-1-(quinolin-8-yl)-7-(trifluoromethyl)-1,2-dihydroquinoline-3-carboxylate NC1=C(C(N(C2=CC(=CC=C12)C(F)(F)F)C=1C=CC=C2C=CC=NC12)=O)C(=O)OC